7-(difluoromethyl)-6-(1-methyl-1H-pyrazol-4-yl)-1-(5H-pyrrolo[2,3-b]pyrazin-2-yl)-1,2,3,4-tetrahydroquinoline FC(C1=C(C=C2CCCN(C2=C1)C=1N=C2C(=NC1)NC=C2)C=2C=NN(C2)C)F